trans-2-(4-((4-(5-Isopropyl-1,3,4-oxadiazol-2-yl)pyridin-2-yl)((4-(4-methoxy-3-methylphenyl)bicyclo[2.2.2]octan-1-yl)methyl)carbamoyl)cyclohexyl)acetic acid C(C)(C)C1=NN=C(O1)C1=CC(=NC=C1)N(C(=O)[C@@H]1CC[C@H](CC1)CC(=O)O)CC12CCC(CC1)(CC2)C2=CC(=C(C=C2)OC)C